3-(3-Chloro-5-(cyclopropylmethoxy)phenyl)-2-hydroxy-5-aminopyridine ClC=1C=C(C=C(C1)OCC1CC1)C=1C(=NC=C(C1)N)O